COC(=O)C=1SC=C(C1NC(C[N+]1(CCCCCC1)CC(NC1(COC1)C1=CC=CC=C1)=O)=O)C 1-(2-((2-(methoxycarbonyl)-4-methylthiophen-3-yl)amino)-2-oxoethyl)-1-(2-oxo-2-((3-phenyloxetan-3-yl)amino)ethyl)azepan-1-ium